4-cyano-4-[[(dodecylthio)thioxomethyl]thio]pentanoic acid C(#N)C(CCC(=O)O)(C)SC(=S)SCCCCCCCCCCCC